(S)-2'-(1H-1,3-benzodiazol-2-yl)-6'-chloro-4-{[1-(pyridin-3-yl)butyl]carbamoyl}-[1,1'-biphenyl]-2-carboxylic acid N1C(=NC2=C1C=CC=C2)C2=C(C(=CC=C2)Cl)C=2C(=CC(=CC2)C(N[C@@H](CCC)C=2C=NC=CC2)=O)C(=O)O